C(C)(=O)OC1=CC=C(C=C1)[N+](=O)[O-] para-Nitrophenyl acetate